(1-fluorovinyl)(methyl)diphenylsilane FC(=C)[Si](C1=CC=CC=C1)(C1=CC=CC=C1)C